(2-methyl-3-(naphthalen-1-yl)quinolin-6-yl)(morpholino)methanone CC1=NC2=CC=C(C=C2C=C1C1=CC=CC2=CC=CC=C12)C(=O)N1CCOCC1